pyrido[1,6-a:2,3-d']dipyrimidine N1=CN=CC2=C1N1C(=NC=CC1)C=C2